C[Si](CCOCN1N=NC2=C1N=CN=C2NC(C(C)C)=O)(C)C N-(3-((2-(trimethylsilyl)ethoxy)methyl)-3H-[1,2,3]triazolo[4,5-d]pyrimidin-7-yl)isobutyramide